3-methyl-6-(4,4,5,5-tetramethyl-1,3,2-dioxaborolan-2-yl)benzo[d]Oxazol-2(3H)-one CN1C(OC2=C1C=CC(=C2)B2OC(C(O2)(C)C)(C)C)=O